C(C)(C)C1=C(NC2=CC=C(C=C12)C1CCN(CC1)C1CCC(CC1)C(C)C)C=1C=C(C(N(C1)C)=O)C 5-(3-isopropyl-5-(1-(4-isopropylcyclohexyl)piperidin-4-yl)-1H-indol-2-yl)-1,3-dimethylpyridin-2(1H)-one